[Cl-].C(C)(C)[Zn+] i-Propylzinc chloride